6-METHOXY-2-PYRIDINECARBOXALDEHYDE COC1=CC=CC(=N1)C=O